1-((1-isopropyl-1H-pyrazol-4-yl)methyl)piperidin C(C)(C)N1N=CC(=C1)CN1CCCCC1